C12CN(CC(O1)C2)C2=NN(C1=C2C=NC(=C1)NC(C)=O)C1OCCCC1 N-(3-(6-oxa-3-azabicyclo[3.1.1]heptan-3-yl)-1-(tetrahydro-2H-pyran-2-yl)-1H-pyrazolo[4,3-c]pyridin-6-yl)acetamide